(S)-N-(1-(7-Ethynylquinolin-5-yl)cyclopropyl)-2-methyl-5-((1-methylazetidin-2-yl)methoxy)benzamide C(#C)C1=CC(=C2C=CC=NC2=C1)C1(CC1)NC(C1=C(C=CC(=C1)OC[C@H]1N(CC1)C)C)=O